tert-butyl ((1S,3r)-3-(4-(2-fluorophenyl)-5-(thiazol-2-yl)-4H-1,2,4-triazol-3-yl)cyclobutyl)carbamate FC1=C(C=CC=C1)N1C(=NN=C1C=1SC=CN1)C1CC(C1)NC(OC(C)(C)C)=O